C(C)(C)(C)OC(N[C@@H]1CNC[C@@H](C1)F)=O ((3s,5r)-5-fluoropiperidin-3-yl)carbamic acid tert-butyl ester